2-iodo-5-methyl-3-(trifluoromethyl)phenolAt IC1=C(C=C(C=C1C(F)(F)F)C)[O-]